CC(C[C@@H](C(N[C@H](C=O)C[C@H]1C(NCC1)=O)=O)NC(OCC1=C(C=CC=C1)F)=O)C 2-Fluorobenzyl ((S)-4-methyl-1-oxo-1-(((S)-1-oxo-3-((S)-2-oxopyrrolidin-3-yl)propan-2-yl)amino)pentan-2-yl)carbamate